2-chloro-4-(2-hydrazinylethyl)-1,3-thiazole ClC=1SC=C(N1)CCNN